4-fluoro-2-isothiocyanatopyridine FC1=CC(=NC=C1)N=C=S